1-(1H-indol-6-yl)-1H-benzo[d]imidazol-2(3H)-one N1C=CC2=CC=C(C=C12)N1C(NC2=C1C=CC=C2)=O